BrC1=CC(=C(C(=C1)C)N1N=C2N=C(N=C(C2=C1)Cl)OCC)F 2-(4-bromo-2-fluoro-6-methylphenyl)-4-chloro-6-ethoxy-2H-pyrazolo[3,4-d]pyrimidine